N-ethoxy-6-fluoro-5-(piperazin-1-yl)pyridinecarboxamide C(C)ONC(=O)C1=NC(=C(C=C1)N1CCNCC1)F